FC=1C(=CC=2C3=C(N=NC2C1)N(C(N3C(C)C)=O)C)C=3C=NC(=CC3)COCCN3CCCC3 7-fluoro-1-isopropyl-3-methyl-8-(6-((2-(pyrrolidin-1-yl)ethoxy)methyl)pyridin-3-yl)-1,3-dihydro-2H-imidazo[4,5-c]cinnolin-2-one